4-(2-(2-(2-isopropylphenyl)-4-(3-methoxy-5-(trifluoromethyl)benzyl)piperazin-1-yl)-7-azaspiro[3.5]nonan-7-yl)benzamide C(C)(C)C1=C(C=CC=C1)C1N(CCN(C1)CC1=CC(=CC(=C1)C(F)(F)F)OC)C1CC2(C1)CCN(CC2)C2=CC=C(C(=O)N)C=C2